4-carboxy-1,1'-biphenyl C(=O)(O)C1=CC=C(C=C1)C1=CC=CC=C1